FC1=C(C=CC=C1C(F)(F)F)CC(=O)NC=1C=NC(=C(C1)F)N1C=NC(=C1)[C@H]1NCCCC1 (S)-2-(2-fluoro-3-(trifluoromethyl)phenyl)-N-(5-fluoro-6-(4-(piperidin-2-yl)-1H-imidazol-1-yl)pyridin-3-yl)acetamide